(S)-2-(2-((4-amino-6-methyl-5-(4-phenoxyphenyl)-7H-pyrrolo[2,3-d]pyrimidin-7-yl)methyl)pyrrolidine-1-carbonyl)-4-(dimethylamino)-4-methylpent-2-enenitrile NC=1C2=C(N=CN1)N(C(=C2C2=CC=C(C=C2)OC2=CC=CC=C2)C)C[C@H]2N(CCC2)C(=O)C(C#N)=CC(C)(C)N(C)C